(R)-5,6-DIOXO-PIPERAZINE-2-CARBALDEHYDE O=C1NC[C@@H](NC1=O)C=O